Ethyl 3-(6-chloro-5-fluoro-2-((2-isopropyl-4-methylpyridin-3-yl) amino) pyridin-3-yl)-2-nitro-3-oxopropanoate ClC1=C(C=C(C(=N1)NC=1C(=NC=CC1C)C(C)C)C(C(C(=O)OCC)[N+](=O)[O-])=O)F